ClC=1C=C(C=CC1F)[C@@H](NC(=O)[C@@H]1CNC(O1)=O)C1=NNC(=C1)C(F)(F)F |o1:8| (S)-N-((R or S)-(3-chloro-4-fluorophenyl)(5-(trifluoromethyl)-1H-pyrazol-3-yl)methyl)-2-oxooxazolidine-5-carboxamide